C(CCCCCC\C=C\C=CC)O (E)-8,10-dodecadienol